N[C@@H]1C2=C(OC13CCN(CC3)C=3C(=NC(=CN3)SC3=CC=NC1=C3OCC3(N1)COC3)CO)C=CC=C2 (R)-(3-(3-amino-3H-spiro[benzofuran-2,4'-piperidine]-1'-yl)-6-((2',4'-dihydrospiro[oxetan-3,3'-pyrido[3,2-b][1,4]oxazin]-8'-yl)thio)pyrazin-2-yl)methanol